1-(6-(2,4-dimethoxypyrimidin-5-yl)imidazo[1,2-b]pyridazin-8-yl)-3-fluoroazetidin-3-ylmethyl (2,2,2-trifluoroethyl)carbamate FC(CNC(OCC1(CN(C1)C=1C=2N(N=C(C1)C=1C(=NC(=NC1)OC)OC)C=CN2)F)=O)(F)F